6-{8-hydroxy-1,4-dioxaspiro[4.5]decan-8-yl}-2-methylpyridine-3-carbonitrile OC1(CCC2(OCCO2)CC1)C1=CC=C(C(=N1)C)C#N